4-nitrophenyl isoindoline-2-carbamate C1N(CC2=CC=CC=C12)NC(=O)OC1=CC=C(C=C1)[N+](=O)[O-]